O1C(CCC1)S=C(O)C=1OC=CC1.N1(C=NC=C1)CC=1OC2=CC=CC=C2C(C1C1=CC=CC=C1)=O 2-[(1H-Imidazol-1-yl)methyl]-3-phenyl-4H-chromen-4-one S-(tetrahydrofuran-2-yl)furan-2-thiocarboxylate